NC1=NC(=NC=C1C#N)C=1C=C2CN(C(C2=CC1)=O)C1C(NC(CC1)=O)=O 4-Amino-2-[2-(2,6-dioxopiperidin-3-yl)-1-oxo-2,3-dihydro-1H-isoindol-5-yl]pyrimidine-5-carbonitrile